Methanesulfonylpropyl-dimethylchlorosilane CS(=O)(=O)CCC[Si](Cl)(C)C